2,2-Bis(3-Chloro-4-hydroxyphenyl)-propan ClC=1C=C(C=CC1O)C(C)(C)C1=CC(=C(C=C1)O)Cl